N-[4-(3-Cyano-phenyl)-1-(1H-pyrrolo[2,3-b]pyridin-4-yl)-1H-pyrazol-3-yl]-acetamide C(#N)C=1C=C(C=CC1)C=1C(=NN(C1)C1=C2C(=NC=C1)NC=C2)NC(C)=O